tert-Butyl 3-(4-chloro-2-picolinoylphenyl)prop-2-ynylcarbamate ClC1=CC(=NC=C1)C(=O)C1=C(C=CC=C1)C#CCNC(OC(C)(C)C)=O